t-amylate CCC(C)(C)[O-]